C(CCCCC)(=O)O[C@H](C)C1=CC=C(C=C1)OC (R)-1-(4-methoxyphenyl)ethanol hexanoate